2,4,6-triphenyl-pyrimidine C1(=CC=CC=C1)C1=NC(=CC(=N1)C1=CC=CC=C1)C1=CC=CC=C1